4-(4-ethylbenzyl)-6,7,8,9-tetrahydroimidazo[1,2-a]pyrido[3,4-e]pyrimidin-5(4H)-one C(C)C1=CC=C(CN2C=3N(C4=C(C2=O)CNCC4)C=CN3)C=C1